CN(C)[Al](N(C)C)N(C)C tris(dimethylamino)aluminium(III)